C(C)C1=C(C=C(C(=C1)O)F)C1=CC=C2C(=NNC2=C1)C=1NC=C(N1)CNC(=O)C1CCC1 N-((2-(6-(2-Ethyl-5-Fluoro-4-Hydroxyphenyl)-1H-Indazol-3-yl)-1H-Imidazol-4-yl)methyl)cyclobutancarboxamid